3-fluoro-5-[(1S)-2,2-difluoro-1-hydroxy-7-(trifluoromethylsulfanyl)indan-4-yl]oxy-benzonitrile FC=1C=C(C#N)C=C(C1)OC1=C2CC([C@H](C2=C(C=C1)SC(F)(F)F)O)(F)F